4-((2-hydroxyethyl)sulfonamido)-N-(1-isopropoxy-2-oxo-1,2-dihydropyridin-3-yl)-2-(6-azaspiro[2.5]octan-6-yl)benzamide OCCS(=O)(=O)NC1=CC(=C(C(=O)NC=2C(N(C=CC2)OC(C)C)=O)C=C1)N1CCC2(CC2)CC1